ClC=1C=C2C(C3=C(C=NC(=C3)C#N)C2=CC1)=O 7-chloro-5-oxo-5H-indeno[1,2-c]pyridine-3-carbonitrile